2-(6-{5-chloro-2-[(oxacyclohex-4-yl)amino]pyrimidin-4-yl}-1-oxo-2,3-dihydro-1H-isoindol-2-yl)-N-[(1S)-2-methoxy-1-phenylethyl]acetamide ClC=1C(=NC(=NC1)NC1CCOCC1)C1=CC=C2CN(C(C2=C1)=O)CC(=O)N[C@H](COC)C1=CC=CC=C1